3-(5-(((1S,2R)-2-(3-azabicyclo[3.2.1]octan-3-yl)cyclopentyl)oxy)-1-oxoisoindolin-2-yl)piperidine-2,6-dione C12CN(CC(CC1)C2)[C@H]2[C@H](CCC2)OC=2C=C1CN(C(C1=CC2)=O)C2C(NC(CC2)=O)=O